tert-butyl 11-((2-(2,6-dioxopiperidin-3-yl)-1-oxoisoindolin-4-yl) amino)undecanoate O=C1NC(CCC1N1C(C2=CC=CC(=C2C1)NCCCCCCCCCCC(=O)OC(C)(C)C)=O)=O